C(CCC(=O)OC(C)(C)C)(=O)OCN1/C(/SC(=N1)OC[C@@H]1OCCOC1)=N/C(=O)C=1C=NC(=CC1C1=CC(=NC=C1OC)Cl)C (R,Z)-(5-((1,4-dioxan-2-yl)methoxy)-2-((2'-chloro-5'-methoxy-6-methyl-[4,4'-bipyridine]-3-carbonyl)imino)-1,3,4-thiadiazol-3(2H)-yl)methyl tertbutyl succinate